3-(methacryloxy)hexyl-triethoxysilane octyl-cyanobiphenyl-acrylate (2-ethylhexyl-2-cyano-3,3-diphenylacrylate) C(C)C(CC1=C(C=CC=C1)C(=C(C(=O)O)C#N)C1=CC=CC=C1)CCCC.C(CCCCCCC)C=1C(=C(C(=CC1)C1=CC=CC=C1)C=CC(=O)O)C#N.C(C(=C)C)(=O)OC(CC[Si](OCC)(OCC)OCC)CCC